sodium Copper sulfide [Cu]=S.[Na]